P(O)(=O)(OP(=O)(O)OP(=O)(O)O)OC[C@@H]1[C@H]([C@H]([C@@H](O1)N1C=CC=2C(=O)NC(N)=NC12)O)O.C1(C=CC(N1CCCCCC(=O)ON1C(CCC1=O)=O)=O)=O N-(epsilon-Maleimidocaproyloxy)succinimide 7-deazaguanosine-5'-triphosphate